C(C)(C)(C)OC(=O)NC(=N)N(OC(C1=C(C=CC=C1)[N+](=O)[O-])=O)C(=O)OC(C)(C)C N,N'-di-tert-Butoxycarbonyl-N'-(2-nitrobenzoyloxy)guanidine